(S)-4-(tert-butyl)-4-hydroxy-8-morpholino-1,3,4,5-tetrahydro-6H-pyrano[4,3-b]thieno[3,2-d]pyridin-6-one C(C)(C)(C)[C@]1(COCC2=C1NC(C1=C2C=C(S1)N1CCOCC1)=O)O